N1(CCCCCC1)C(CCC)=O 1-(azepan-1-yl)butan-1-one